ClC1=C(C(=O)N2COC3=C(C2)C=CC=C3C3=CC(=C(C(=O)O)C=C3F)N3C2COCC3CC2)C(=CC(=C1)N1C2COCC1CCC2)Cl 4-[3-[2,6-Dichloro-4-(3-oxa-9-azabicyclo[3.3.1]nonan-9-yl)benzoyl]-2,4-dihydro-1,3-benzoxazin-8-yl]-5-fluoro-2-(3-oxa-8-azabicyclo[3.2.1]octan-8-yl)benzoic acid